C1(=CC=C(C=C1)N1C(C(=C(C2=CC=C3C(=C12)SC1=C3C=CC=C1)O)C(C(F)(F)F)=O)=O)C1=CC=CC=C1 1-(4-biphenylyl)-4-hydroxy-3-(2,2,2-Trifluoroethan-1-one-1-yl)-[1]benzothieno[3,2-h]quinolin-2(1H)-one